2-[4-cyclopropyl-7-(1H-pyrazol-3-yl)-5,6-dihydropyrrolo[2,3-c]pyridazin-3-yl]-5-(trifluoromethyl)phenol C1(CC1)C=1C2=C(N=NC1C1=C(C=C(C=C1)C(F)(F)F)O)N(CC2)C2=NNC=C2